methyl 3-bromo-4-(methoxymethyl)benzoate BrC=1C=C(C(=O)OC)C=CC1COC